(1R,3R)-N1-(6-(aminomethyl)-3-chloro-6,7-dihydrospiro[cyclopenta[d]pyrazolo[1,5-a]pyrimidine-5,1'-cyclopropane]-8-yl)cyclobutane-1,3-diamine hydrochloride Cl.NCC1CC=2C(=NC=3N(C2NC2CC(C2)N)N=CC3Cl)C13CC3